4-Isopropyl-7-Vinyl-2H-Pyrrolo[1,2-d][1,2,4]Triazin-1-One C(C)(C)C1=NNC(C=2N1C=C(C2)C=C)=O